C(#N)C1=C(C=CC=C1)[C@H]([C@H](C)C=1N(C(C(=C(N1)C(=O)NC=1C=NOC1)O)=O)C)C=1C=NN(C1)CC1CC1 2-((1s,2s)-1-(2-cyanophenyl)-1-(1-(cyclopropylmethyl)-1H-pyrazol-4-yl)propan-2-yl)-5-hydroxy-N-(isoxazol-4-yl)-1-methyl-6-oxo-1,6-dihydropyrimidine-4-carboxamide